N[C@@H](C(C)C)C(=O)NCC1=CC=CC=C1 valyl-benzylamine